OC=1C=C(OCC(=O)N)C=CC1C1=CC(=NN1)C(F)(F)F 2-(3-hydroxy-4-(3-(trifluoromethyl)-1H-pyrazol-5-yl)phenoxy)acetamide